(S)- and (R)-2-((4-(dimethylamino)phenethyl)amino)-1-(1H-indol-3-yl)-2-phenylethan-1-one CN(C1=CC=C(CCN[C@H](C(=O)C2=CNC3=CC=CC=C23)C2=CC=CC=C2)C=C1)C |r|